C12CN(CC(NC1)C2)C2=NC=NC1=CC(=C(C=C21)OC)OC 4-(3,6-diazabicyclo[3.2.1]octan-3-yl)-6,7-dimethoxyquinazoline